N-[1-[5-fluoro-1-[(3S)-2,6-dioxo-3-piperidinyl]indol-4-yl]-4-piperidinyl]-N-methylcarbamic acid tert-butyl ester C(C)(C)(C)OC(N(C)C1CCN(CC1)C1=C2C=CN(C2=CC=C1F)[C@@H]1C(NC(CC1)=O)=O)=O